[Cl-].CC(CCCC[NH3+])(C)C trimethylpentan-1-aminium chloride